C(CCCCCCC)OC(\C=C/C(=O)OCCCCCCCC)=O (Z)-but-2-enedioic acid dioctyl ester